(3S,5R)-3-({1-cyclopentyl-5-[2-(trifluoromethyl)phenyl]-1H-pyrazol-3-yl}formamido)-5-(3,3-difluoropiperidin-1-yl)hexanoic acid C1(CCCC1)N1N=C(C=C1C1=C(C=CC=C1)C(F)(F)F)C(=O)N[C@H](CC(=O)O)C[C@@H](C)N1CC(CCC1)(F)F